2-((5-hydroxy-4-oxo-4H-pyran-2-yl)methyl)-5-(trifluoromethyl)isoindolin-1-one OC=1C(C=C(OC1)CN1C(C2=CC=C(C=C2C1)C(F)(F)F)=O)=O